tert-butyl (2S)-2-[1-[(3S)-1-(dimethylcarbamoyl) pyrrolidin-3-yl]-N-methylformamido]-3-methylbutanoate CN(C(=O)N1C[C@H](CC1)C(=O)N(C)[C@H](C(=O)OC(C)(C)C)C(C)C)C